O1C(CC1)CN 2-oxetanemethylamine